dodecyl-ethoxysilane C(CCCCCCCCCCC)[SiH2]OCC